5-(chloromethyl)-2-methoxy-benzoic acid ClCC=1C=CC(=C(C(=O)O)C1)OC